cyclohexyl-(cyclohexylamino)dimethoxysilane C1(CCCCC1)[Si](OC)(OC)NC1CCCCC1